C(C)(C)(C)OC(=O)N1N=C(C2=CC=C(C=C12)SC1=C(C=CC=C1)C(NC1CC1)=O)\C=C\C1=NC=C(C=C1)CN(CC)CC 6-[2-(Cyclopropylcarbamoyl)phenyl]sulfanyl-3-[(trans)-2-[5-(diethylaminomethyl)-2-pyridyl]vinyl]indazole-1-carboxylic acid tert-butyl ester